COCC[C@H]([C@H]1[C@@H](C1)C(NC1CC(OC2=CC=CC(=C12)OC)(C)C)=O)N1C(NC(CC1=O)(C)C)=[NH2+] [1-[(1R)-3-methoxy-1-[(1R,2R)-2-[(5-methoxy-2,2-dimethyl-chroman-4-yl)carbamoyl]cyclopropyl]propyl]-4,4-dimethyl-6-oxo-hexahydropyrimidin-2-ylidene]ammonium